The molecule is a 17beta-hydroxy steroid that is testosterone in which the hydrogen at position 17 is replaced by an ethynyl group and in which the methyl group attached to position 10 is replaced by hydrogen. It has a role as a synthetic oral contraceptive and a progestin. It is a 17beta-hydroxy steroid, a terminal acetylenic compound, a tertiary alcohol and a 3-oxo-Delta(4) steroid. It derives from a hydride of an estrane. C[C@]12CC[C@H]3[C@H]([C@@H]1CC[C@]2(C#C)O)CCC4=CC(=O)CC[C@H]34